3-(1-methylcyclopropyl)-1-(phenylsulfonyl)-1H-pyrrolo[3,2-c]pyridine CC1(CC1)C1=CN(C2=C1C=NC=C2)S(=O)(=O)C2=CC=CC=C2